C(=O)O.FC1=CC=C(C=C1)C=1N=CSC1C#N 4-(4-fluorophenyl)thiazole-5-carbonitrile formate salt